N[C@H]1CN(CCC1)C(=O)C1=CC2=C(N(C(=N2)C=2N3C(CNC4=CC=CC(C2)=C34)C)C)C(=C1)OC [(3R)-3-amino-1-piperidyl]-[7-methoxy-1-methyl-2-(11-methyl-1,9-diazatricyclo[6.3.1.04,12]dodeca-2,4(12),5,7-tetraen-2-yl)benzimidazol-5-yl]methanone